xylylene glycol divinyl ether C(=C)OCC=1C(=CC=CC1)COC=C